CC=1N=NC(=C2C1N=CC(=C2)N2CCN(CC2)C)N[C@H](C)C2=CC(=CC=C2)C(F)(F)F (R)-8-methyl-3-(4-methylpiperazin-1-yl)-N-(1-(3-(trifluoromethyl)phenyl)ethyl)pyrido[2,3-d]pyridazin-5-amine